C1(=CC=C(C=C1)P(OC1=C(C=C(C=C1)C(C)(C)C)C(C)(C)C)=O)C1=CC=C(C=C1)P([O-])=O (2,4-di-tert-butylphenyl) [1,1-biphenyl]-4,4'-diyl-bisphosphinate